N[C@](COC=1C=CC(=NC1C(F)F)C1=CC(=NC=C1)NC(C)=O)(CC(=C)C)C (S)-N-(5-((2-amino-2,4-dimethylpent-4-en-1-yl)oxy)-6-(difluoromethyl)-[2,4'-bipyridin]-2'-yl)acetamide